OC=1C2=C(N(C(CC1C(=O)NC)=O)CC1=CC=C(C=C1)C(F)(F)F)C=CC=C2 5-hydroxy-N-methyl-2-oxo-1-(4-(trifluoromethyl)benzyl)-2,3-dihydro-1H-benzo[b]azepine-4-carboxamide